N-{[4-(furan-2-yl)phenyl]methyl}-6-methyl-4-[(3-methyl-1,2-oxazol-5-yl)methyl]-1-(2-methylpropanoyl)piperazine-2-carboxamide O1C(=CC=C1)C1=CC=C(C=C1)CNC(=O)C1N(C(CN(C1)CC1=CC(=NO1)C)C)C(C(C)C)=O